1-(2-amino-4-bromophenyl)-2,2,2-trifluoroethane NC1=C(C=CC(=C1)Br)CC(F)(F)F